5-(6-(ethoxymethoxy)-5-(3-methylbut-2-en-1-yl)benzofuran-2-yl)benzene-1,3-diol C(C)OCOC1=CC2=C(C=C(O2)C=2C=C(C=C(C2)O)O)C=C1CC=C(C)C